2-(2-((7-(3-(aminomethyl)phenyl)-5-chlorobenzofuran-3-yl)methoxy)phenyl)acetic acid NCC=1C=C(C=CC1)C1=CC(=CC=2C(=COC21)COC2=C(C=CC=C2)CC(=O)O)Cl